OC1=C(C=C(C=C1)O)C(=O)C1=CC=CC=C1 (2,5-dihydroxyphenyl)-(phenyl)methanone